OP(O)OP(O)O.C(C)(C)(C1=CC=CC=C1)C1=C(C=CC(=C1)C(C)(C)C1=CC=CC=C1)C(O)(C(CO)(CO)CO)C1=C(C=C(C=C1)C(C)(C)C1=CC=CC=C1)C(C)(C)C1=CC=CC=C1 Di(2,4-dicumylphenyl)pentaerythritol diphosphite